tert-Butyl 2-(2,4-difluorophenyl)-4-formyl-3-methoxy-1H-pyrrole-1-carboxylate FC1=C(C=CC(=C1)F)C=1N(C=C(C1OC)C=O)C(=O)OC(C)(C)C